NC=1C(=C2C(=NC1C(=O)N)N(N=C2Br)C)C2=C(C(=CC=C2C)OCC2=CC=CC=C2)C 5-Amino-4-(3-(benzyloxy)-2,6-dimethylphenyl)-3-bromo-1-methyl-1H-pyrazolo[3,4-b]pyridine-6-carboxamide